NCC1(CCN(CC1)C(=O)C=1C2=C(N(N1)CC(=O)N1CCN(CC1)C1=C(C(=CC=C1)C)C)CCC2)C 2-{3-[4-(aminomethyl)-4-methylpiperidine-1-carbonyl]-5,6-dihydrocyclopenta[c]pyrazol-1(4H)-yl}-1-[4-(2,3-dimethylphenyl)piperazin-1-yl]ethan-1-one